Boc-3-iodo-L-tyrosine C(=O)(OC(C)(C)C)N[C@@H](CC1=CC(=C(C=C1)O)I)C(=O)O